CC1=NC2=CC=C(C=C2C1(C)C)NC(OC(C)(C)C)=O Tert-butyl (2,3,3-trimethyl-3H-Indol-5-yl)carbamate